1-{4-[(2,6-dichlorobenzyl)oxy]phenyl}-4,4,4-trifluoro-3-hydroxybut-2-en-1-one ClC1=C(COC2=CC=C(C=C2)C(C=C(C(F)(F)F)O)=O)C(=CC=C1)Cl